cyclohexyl (5-(2-aminothiazolo[5,4-b]pyridin-5-yl)-2-methylpyridin-3-yl)carbamate NC=1SC2=NC(=CC=C2N1)C=1C=C(C(=NC1)C)NC(OC1CCCCC1)=O